N(N)C1=NC2=CC(=CC=C2C(N1COCC[Si](C)(C)C)=O)[N+](=O)[O-] 2-hydrazino-7-nitro-3-((2-(trimethylsilyl)ethoxy)methyl)-quinazolin-4(3H)-one